((3aS,6R,6aR)-6-(((tert-butyldiphenylsilyl)oxy)methyl)-2,2-dimethyltetrahydrofuro[3,4-d][1,3]dioxol-4-yl)acetonitrile [Si](C1=CC=CC=C1)(C1=CC=CC=C1)(C(C)(C)C)OC[C@H]1OC([C@H]2[C@@H]1OC(O2)(C)C)CC#N